5-(2-fluorophenyl)-1H-pyrrole-3-methanol FC1=C(C=CC=C1)C1=CC(=CN1)CO